C(C)N1C=2N(C=C(C1=O)C(=O)NC=1N=NC(=CC1)N1C[C@@H](NCC1)C)C=C(N2)C 8-ethyl-2-methyl-N-{6-[(3S)-3-methylpiperazin-1-yl]pyridazin-3-yl}-7-oxo-7H,8H-imidazo[1,2-a]pyrimidine-6-carboxamide